N1N=CC2=C(C=CC=C12)C1=CC=C2C[C@@]3(C(NC2=C1)=O)CN(CC3)C#N (S)-7'-(1H-indazol-4-yl)-2'-oxo-1',4'-dihydro-2'H-spiro[pyrrolidine-3,3'-quinoline]-1-carbonitrile